4-((2-acetylphenyl)amino)-5-phenyl-N-(quinolin-8-yl)pentanamide C(C)(=O)C1=C(C=CC=C1)NC(CCC(=O)NC=1C=CC=C2C=CC=NC12)CC1=CC=CC=C1